1-ethyl-3-imidazolinium acetate C(C)(=O)[O-].C(C)[NH+]1CN=CC1